CN1C(C2(C3=C1C=NC=1C=CC(=CC31)C=3C=C(C(=NC3)N3CC1(CN(C1)C(=O)OC(C)(C)C)C3)NS(=O)(=O)C)CCC2)=O tert-Butyl 6-(5-(3'-methyl-2'-oxo-2',3'-dihydrospiro[cyclobutane-1,1'-pyrrolo[2,3-c]quinolin]-8'-yl)-3-(methylsulfonamido) pyridin-2-yl)-2,6-diazaspiro[3.3]heptane-2-carboxylate